7-[3-[[(1R)-1-[3-methoxy-5-(1-methylpyrazol-4-yl)phenyl]ethyl]carbamoyl]-4-methyl-phenyl]-3-oxa-7,9-diazabicyclo[3.3.1]nonane-9-carboxylic acid tert-butyl ester C(C)(C)(C)OC(=O)N1C2COCC1CN(C2)C2=CC(=C(C=C2)C)C(N[C@H](C)C2=CC(=CC(=C2)C=2C=NN(C2)C)OC)=O